3-m-chlorophenyl-1H-pyrazole-5-carboxamide ClC=1C=C(C=CC1)C1=NNC(=C1)C(=O)N